[C@@H]1(C[C@](O)([C@@H](CO)O1)C(C(=O)O)(CC(=O)O)CC1=CC(=C(C(=C1)OCCCCCCCCCCCCCCCCCC)OCCCCCCCCCCCCCCCCCC)OCCCCCCCCCCCCCCCCCC)N1C(=O)NC(=O)C(C)=C1.ClC1=NC(=CC(=N1)Cl)C1(CC1)SC 2,4-dichloro-6-[1-(methylsulfanyl)cyclopropyl]pyrimidine deoxythymidin-3'-yl-3,4,5-tris(octadecyloxy)benzylsuccinate